(5RS)-2-(4-Chlorobenzyl)-5-(pyrrolidin-1-ylcarbonyl)-5,6,7,8-tetrahydro[1,2,4]triazolo[4,3-a]pyridine-3(2H)-on ClC1=CC=C(CN2N=C3N([C@H](CCC3)C(=O)N3CCCC3)C2=O)C=C1 |r|